tert-butyl (R)-2-(((4-(5-(4-(3-chloropicolinamido)-4-methylpiperidin-1-yl)pyrazin-2-yl)-3-cyanopyrazolo[1,5-a]pyridin-6-yl)oxy)methyl)morpholine-4-carboxylate ClC=1C(=NC=CC1)C(=O)NC1(CCN(CC1)C=1N=CC(=NC1)C=1C=2N(C=C(C1)OC[C@H]1CN(CCO1)C(=O)OC(C)(C)C)N=CC2C#N)C